4,5-DIMETHYLPYRIDINE-2-CARBALDEHYDE CC1=CC(=NC=C1C)C=O